mono(propoxy)aluminum (III) C(CC)O[Al+2]